C(C)(=O)C1=C(C2=C(N=C(N=C2)NC2=NC=C(C=C2)N2CCN(CC2)C=2C=NC(=CC2)CO)N(C1=O)C1CCCC1)C 6-acetyl-8-cyclopentyl-2-((5-(4-(6-(hydroxymethyl)pyridin-3-yl)piperazin-1-yl)pyridin-2-yl)amino)-5-methylpyrido[2,3-d]pyrimidin-7(8H)-one